4-(3-hydroxypropyl)-2-methoxyphenol OCCCC1=CC(=C(C=C1)O)OC